CC1=CC=CC=C1 methyl-benzene